5-(1-amino-4-sulfonaphthalene-2-ylazo)pyridine NC1=C(C=C(C2=CC=CC=C12)S(=O)(=O)O)N=NC=1C=CC=NC1